C1(CC1)N(C=1N=CC(=NC1)C1=C(C=C(C(=C1)F)N1N=NC=C1)O)[C@@H]1[C@@H]([C@H]2CC[C@@H](C1)N2)F 2-(5-(cyclopropyl((1R,2R,3S,5S)-2-fluoro-8-azabicyclo[3.2.1]octan-3-yl)amino)pyrazin-2-yl)-4-fluoro-5-(1H-1,2,3-triazol-1-yl)phenol